ClC1=CC=C(CNC(=O)C2=C(SC=C2)NC(=O)N2CCN(CC2)C2=NC=CC=C2)C=C1 4-pyridin-2-yl-piperazine-1-carboxylic acid [3-(4-chloro-benzylcarbamoyl)-thiophen-2-yl]-amide